OC1=CC(=C(C(=O)C2=C(C=CC(=C2)Br)O)C=C1O)Br 4,5,2'-trihydroxy-2,5'-dibromobenzophenone